7,11-hexadecadienol C(CCCCCC=CCCC=CCCCC)O